FC(CN1N=CC(=C1)C1=NC(=NC=C1C(F)(F)F)NC1CCN(CC1)S(=O)(=O)C=1C=C(C=CC1)N1CCN(CC1)C(=O)OC(C)(C)C)(F)F tert-butyl 4-(3-((4-((4-(1-(2,2,2-trifluoroethyl)-1H-pyrazol-4-yl)-5-(trifluoromethyl)pyrimidin-2-yl)amino)piperidin-1-yl)sulfonyl)phenyl)piperazine-1-carboxylate